C1(CC1)N1N=CC(=C1)C=1C=CC=2N(C1)N=CC2C2CCN(CC2)C(=O)OC(C)(C)C tert-butyl 4-(6-(1-cyclopropyl-1H-pyrazol-4-yl)pyrazolo[1,5-a]pyridin-3-yl)piperidine-1-carboxylate